C(C1=CC=CC=C1)OC1=CC=C(OC2CCN(CCC2)C(=O)OC(C)(C)C)C=C1 tert-Butyl 4-(4-benzyloxyphenoxy)azepane-1-carboxylate